bismuth (iii) nitrate [N+](=O)([O-])[O-].[Bi+3].[N+](=O)([O-])[O-].[N+](=O)([O-])[O-]